BrC=1C(=C(OC2=CC=C(C=C2)[C@H](CCC(=O)O)C(F)(F)F)C=CC1)C (S)-4-(4-(3-Bromo-2-methylphenoxy)phenyl)-5,5,5-trifluoropentanoic acid